(S)-2-ethyl-5-((4-((2-hydroxy-1-phenylethyl)amino)-5-(3,8-dioxa-1-azaspiro[4.5]dec-1-en-2-yl)pyridin-2-yl)amino)-3,3-dimethylisoindolin-1-one C(C)N1C(C2=CC=C(C=C2C1(C)C)NC1=NC=C(C(=C1)N[C@H](CO)C1=CC=CC=C1)C1=NC2(CO1)CCOCC2)=O